4-[(E)-3-Phenylprop-2-enoyl]benzoic acid C1(=CC=CC=C1)/C=C/C(=O)C1=CC=C(C(=O)O)C=C1